O=C(CCC(=O)OC1=C(C=CC=C1C(C)C)C(C)C)NCCN1CCCCC1 2,6-diisopropylphenyl 4-oxo-4-((2-(piperidin-1-yl)ethyl)amino)butanoate